trans-1,3-cycloheptanediol [C@H]1(C[C@H](CCCC1)O)O